C(C)(C)(C)OC(=O)N1CCN(CC1)C1=NC=C(C(=N1)OCC(C)C)C(=O)O 2-(4-(tert-butoxycarbonyl)piperazin-1-yl)-4-isobutoxypyrimidine-5-carboxylic acid